ClC=1C=C2C(=NC(N(C2=CC1)C)=O)N1CCC(CC1)C=1OC2=C(N1)C=C(C=C2)C 6-chloro-1-methyl-4-(4-(5-methylbenzo[d]oxazol-2-yl)piperidin-1-yl)quinazolin-2(1H)-one